[Cr](=O)(=O)(O[Si](CC)(CC)CC)O[Si](CC)(CC)CC bis-(triethylsilyl) chromate